FC=1C=C2C=CC=NC2=C(C1)NC1C(CCCC1)NC=1C=C(C=C2C=CC=NC12)F N1,N2-bis(6-fluoroquinolin-8-yl)cyclohexane-1,2-diamine